iminostatine N=N[C@@H](CC(C)C)[C@@H](O)CC(O)=O